N-(5-(thiazol-2-yl)-1,3,4-thiadiazol-2-yl)-1-ethyl-8-chloro-4-hydroxy-2-quinolone-3-carboxamide S1C(=NC=C1)C1=NN=C(S1)NC(=O)C=1C(N(C2=C(C=CC=C2C1O)Cl)CC)=O